C1(=CC=C(C=C1)C(=O)OC[C@H]([C@@H](C(=O)OC(C)(C)C)NC(=O)OC(C)(C)C)O)C1=CC=CC=C1 (2S,3S)-4-(tert-butoxy)-3-((tert-butoxycarbonyl)amino)-2-hydroxy-4-oxobutyl [1,1'-biphenyl]-4-carboxylate